NCC1(CCN(CC1)C=1N=CC(=NC1)SC=1C(=C(C=CC1)NC(=O)C=1C(N(C=C(C1O)C1=CC(=CC(=C1)OC)O)C)=C=O)Cl)C N-(3-((5-(4-(aminomethyl)-4-methylpiperidin-1-yl)pyrazin-2-yl)thio)-2-chlorophenyl)-4-hydroxy-5-(3-hydroxy-5-methoxyphenyl)-1-methyl-2-carbonyl-1,2-dihydropyridine-3-carboxamide